[1,2,4]Triazolo[1,5-c]Pyrimidine-8-carboxylic acid ethyl ester C(C)OC(=O)C=1C=2N(C=NC1)N=CN2